dimethyl (1-ethylbenzylidene)malonate C(C)C1(C=C(C(=O)OC)C(=O)OC)CC=CC=C1